CN1N=NC(=C1NC(O[C@H](C)C=1C(=NC=C(C1)F)F)=O)C1=NC=C(C=C1)NC(C1=CN=C(C=C1)C)=O (R)-1-(2,5-difluoropyridin-3-yl)ethyl (1-methyl-4-(5-(6-methylnicotinamido)pyridin-2-yl)-1H-1,2,3-triazol-5-yl)carbamate